3-chloro-N-(4-(2-isopropoxypropan-2-yl)thiazol-2-yl)-1-(pyridin-4-ylmethyl)-1H-pyrrole-2-carboxamide ClC1=C(N(C=C1)CC1=CC=NC=C1)C(=O)NC=1SC=C(N1)C(C)(C)OC(C)C